C(CCCC)C=1NC=C[N+]1C Pentyl-3-methylimidazolium